CCC(CCCCCCCC)=O 3-Undecanon